C(C)(C)(C)OC(NC=1C=NN(C1C(F)(F)F)C1=NC=CC=C1)=O N-[1-(pyridin-2-yl)-5-(trifluoromethyl)-1H-pyrazol-4-yl]carbamic acid tert-butyl ester